2-(4-(but-3-en-1-yloxy)phenyl)-4,4,5,5-tetramethyl-1,3,2-dioxaborolane C(CC=C)OC1=CC=C(C=C1)B1OC(C(O1)(C)C)(C)C